FC=1C=CC(=C(C1)C1=NC=NN1C(C)C)OC 5-(5-fluoro-2-methoxyphenyl)-1-(propan-2-yl)-1H-1,2,4-triazole